2-(2-isopropylphenyl)-9-(4-(5-methyl-1,2,4-oxadiazol-3-yl)benzyl)-7,9-dihydro-8H-purin-8-one C(C)(C)C1=C(C=CC=C1)C1=NC=C2NC(N(C2=N1)CC1=CC=C(C=C1)C1=NOC(=N1)C)=O